2-Chloro-N-{2-[4-(difluoromethyl)-1,3-thiazol-5-yl]-2-(4-{[(4-methylpyridin-2-yl)-oxy]methyl}piperidin-1-yl)ethyl}-6-fluorobenzamid ClC1=C(C(=O)NCC(N2CCC(CC2)COC2=NC=CC(=C2)C)C2=C(N=CS2)C(F)F)C(=CC=C1)F